OC1=C(C(=CC(=C1)C(F)(F)F)C)C=1C(N(C=NN1)C)=O 6-[2-hydroxy-6-methyl-4-(trifluoromethyl)phenyl]-4-methyl-1,2,4-triazin-5-one